FC(CCCNC[C@@H]1OC2=C(C1)C(=C(C(=C2)O)N2CC(N[SH2]2=O)=O)F)F 5-[(2R)-2-{[(4,4-difluorobutyl)amino]methyl}-4-fluoro-6-hydroxy-2,3-dihydro-1-benzofuran-5-yl]-1λ6,2,5-thiadiazolidine-1,3-dione